(4-bromo-3,6-dimethyl-2-oxo-benzoimidazol-1-yl)-1-[(4-methoxyphenyl)methyl]Piperazine BrC1=CC(=CC=2N(C(N(C21)C)=O)C2N(CCNC2)CC2=CC=C(C=C2)OC)C